C(C)(C)OCC1(OC(=CC1)COC(C)C)COC(C)C 2,2-diisopropyl-oxymethyl-5-isopropyl-oxymethyl-furan